1-[3-[3-[tert-butyl(dimethyl)silyl]oxypropoxy]pyrazol-1-yl]ethanone [Si](C)(C)(C(C)(C)C)OCCCOC1=NN(C=C1)C(C)=O